5-((1-(tert-butyl)-3-(3-hydroxycyclopentyl)-1H-pyrazol-5-yl)amino)-2-cyclopropyl-4-fluoro-2,3-dihydrobenzo[d]isothiazole 1,1-dioxide C(C)(C)(C)N1N=C(C=C1NC=1C=CC2=C(CN(S2(=O)=O)C2CC2)C1F)C1CC(CC1)O